2-(2-(4,4-difluoropiperidin-1-yl)-6-methylpyrimidin-4-yl)-5-(4-iodo-2-(6-azaspiro[2.5]octan-6-yl)phenyl)-1,3,4-oxadiazole FC1(CCN(CC1)C1=NC(=CC(=N1)C=1OC(=NN1)C1=C(C=C(C=C1)I)N1CCC2(CC2)CC1)C)F